N-(3,5-dichlorophenyl)-1H-indazole-5-carboxamide ClC=1C=C(C=C(C1)Cl)NC(=O)C=1C=C2C=NNC2=CC1